N-(3,3-difluoro-5-(4-fluorobenzyl)-7-methyl-2,3,4,5-tetrahydrobenzo[b][1,4]oxazepin-8-yl)-3,3-dimethylbutanamide FC1(CN(C2=C(OC1)C=C(C(=C2)C)NC(CC(C)(C)C)=O)CC2=CC=C(C=C2)F)F